Tert-butyl(3-(1-(2,6-dioxopiperidin-3-yl)-3-methyl-2-oxo-2,3-dihydro-1H-benzo[d]imidazol-4-yl)prop-2-yn-1-yl)(methyl)carbamate C(C)(C)(C)OC(N(C)CC#CC1=CC=CC=2N(C(N(C21)C)=O)C2C(NC(CC2)=O)=O)=O